C=CC=CCCCCCC(CCCCCC)=O 10-hexadecadienal